3-(1H-benzimidazole-2-carbonyl)-4-(4-bromophenyl)-5-sec-butylspiro[indene-2,2'-pyrrolidine] N1C(=NC2=C1C=CC=C2)C(=O)C2=C1C(=C(C=CC1=CC21NCCC1)C(C)CC)C1=CC=C(C=C1)Br